perfluoro-octyl-amine FN(C(C(C(C(C(C(C(C(F)(F)F)(F)F)(F)F)(F)F)(F)F)(F)F)(F)F)(F)F)F